3-(5-(3-((4'-chloro-[1,1'-biphenyl]-2-yl)methyl)imidazolidine-1-carbonyl)-1-oxoisoindolin-2-yl)piperidine-2,6-dione ClC1=CC=C(C=C1)C1=C(C=CC=C1)CN1CN(CC1)C(=O)C=1C=C2CN(C(C2=CC1)=O)C1C(NC(CC1)=O)=O